ClC1=NC=C(C(=N1)NC(CCOC=1C(=CC(=C(C(=O)OC)C1)F)[N+](=O)[O-])C)Cl Methyl 5-(3-((2,5-dichloropyrimidin-4-yl) amino) butoxy)-2-fluoro-4-nitrobenzoate